C(C)C(CC[Si](C)(C)OC)OC(C=C)=O gamma-ethyl-acryloxypropyl-methoxydimethyl-silane